OCCC1=CC(=NC(=C1)C(F)(F)F)OC1CCN(CC1)C1CC(C1)(N1N=CC(=C1)C=1C2=C(N=CN1)NC=C2)CC#N {trans-3-(4-{[4-(2-hydroxyethyl)-6-(trifluoromethyl)-pyridin-2-yl]oxy}-piperidin-1-yl)-1-[4-(7H-pyrrolo-[2,3-d]pyrimidin-4-yl)-1H-pyrazol-1-yl]cyclobutyl}-acetonitrile